BrC=1C=C2C(=CN1)N(N=C2)C 5-bromo-1-methyl-pyrazolo[5,4-c]pyridine